3-hydroxypropyl-1,5-pentanediol OCCCC(CCCCO)O